CCC(CC)N1N=CC(=C1)C=1C=2N(C=C(N1)C=1C=NN(C1)C1CCC(CC1)O)N=CC2 4-(4-(4-(1-(pent-3-yl)-1H-pyrazol-4-yl)pyrazolo[1,5-a]pyrazin-6-yl)-1H-pyrazol-1-yl)cyclohexanol